C(#N)C(C(=O)N1C[C@H]2OC3=C([C@@H]1C2)C=NC=C3C#N)(CC)CC (2S,5S)-4-(2-cyano-2-ethylbutanoyl)-2,3,4,5-tetrahydro-2,5-methanopyrido[3,4-f][1,4]oxazepine-9-carbonitrile